(E)-7-(3-methoxyphenyl)benzothiazol-2-ylpyrrolidin-1,2-dicarboxamide COC=1C=C(C=CC1)C1=CC=CC=2N=C(SC21)C2(N(CCC2)C(=O)N)C(=O)N